C(C1=CC=CC=C1)N1CC2(C1)CC(C2)NC(=O)N2[C@@H](CN(C[C@H]2C)C2=NC(=CN=C2)C#N)C (2R,6R)-N-{2-benzyl-2-azaspiro[3.3]heptan-6-yl}-4-(6-cyanopyrazin-2-yl)-2,6-dimethylpiperazine-1-carboxamide